2-Amino-5-bromo-N,N-dimethylnicotinamide NC1=C(C(=O)N(C)C)C=C(C=N1)Br